C(C)(C)N1N=NC2=C1C=C(C=C2)C=2C=CN1N=C(N=C(C12)OC)NC1CC(C1)(O)C (1r,3r)-3-((5-(1-isopropyl-1H-benzo[d][1,2,3]triazol-6-yl)-4-methoxypyrrolo[2,1-f][1,2,4]triazin-2-yl)amino)-1-methylcyclobutan-1-ol